1-(benzyloxy)-4-(3-bromopropoxy)benzene bismuth lanthanum phosphorus [P].[La].[Bi].C(C1=CC=CC=C1)OC1=CC=C(C=C1)OCCCBr